ethyl-(7-bromobenzo[D][1,3]-dioxan-4-yl)methanol C(C)C(O)C1C2=C(OCO1)C=C(C=C2)Br